C(C)(=O)N([C@@H]([C@H](O)C)C(=O)O)C1[C@H](N)[C@@H](O)[C@H](O)[C@H](O1)CO acetylglucosaminyl-L-threonine